5-(4-methoxyphenyl)-N-(3-(4-(methylsulfonyl)piperidin-1-yl)propyl)thieno[3,2-b]pyridin COC1=CC=C(C=C1)C1=CC=C2C(N1CCCN1CCC(CC1)S(=O)(=O)C)=CCS2